BrC=1C=C(C=C(C1)C(F)(F)F)CCNCC 2-(3-Bromo-5-(trifluoromethyl)phenyl)-N-ethylethan-1-amine